C1=CC=NC(=C1)C2=NC(=CC=C2)C3=CC=CC=N3 2,2:6,2-terpyridine